CC(C(=O)[O-])(CCCCCC)C.[Co+2].CC(C(=O)[O-])(CCCCCC)C cobalt dimethyloctanoate